C1(=CC=CC=C1)N(C1CCN(CC1)C(=O)C=1C=C2CN(C(C2=C(C1)F)=O)C1C(NC(CC1)=O)=O)C1=CC=CC=C1 3-(5-(4-(diphenylamino)piperidine-1-carbonyl)-7-fluoro-1-oxoisoindolin-2-yl)piperidine-2,6-dione